(2S)-3-(2-bromo-5-chloropyridin-3-yl)-2-[(tert-butoxycarbonyl)amino]propanoic acid BrC1=NC=C(C=C1C[C@@H](C(=O)O)NC(=O)OC(C)(C)C)Cl